OC1CCC(CC1)NC(=O)C=1C2=C(SC1NC(C1=CN=CC=C1)=O)CCCC2 N-(3-(((1r,4r)-4-Hydroxycyclohexyl)carbamoyl)-4,5,6,7-tetrahydrobenzo[b]thiophen-2-yl)nicotinamid